C(C=C)(=O)N1CC(C1)OC1(CCOCC1)C1=CC=C(C=C1)[C@H](C)NC=1N=CC2=C(N1)N(C(C=C2)=O)C(C)C 2-{[(1S)-1-(4-{4-[(1-acryloylazetidin-3-yl)oxy]tetrahydro-2H-pyran-4-yl}phenyl)ethyl]amino}-8-(propan-2-yl)pyrido[2,3-d]pyrimidin-7(8H)-on